(2R,6S)-2-cyclopropyl-6-[1-(methoxymethyl)pyrazol-4-yl]morpholine C1(CC1)[C@@H]1CNC[C@@H](O1)C=1C=NN(C1)COC